N-(4-(hydroxycarbamoyl)benzyl)-5-(2-hexanamido-4-methylthiazol-5-yl)-2-methoxybenzamide ONC(=O)C1=CC=C(CNC(C2=C(C=CC(=C2)C2=C(N=C(S2)NC(CCCCC)=O)C)OC)=O)C=C1